O1COC2=C1C=CC(=C2)N(C(=O)C=2C=C(C=CC2)N2N=C(C(=C2)Cl)C)C 2-[3-[1,3-benzodioxol-5-yl(methyl)carbamoyl]phenyl]-4-chloro-5-methyl-pyrazol